Cl.N[C@H](C(=O)N1[C@@H](C[C@@H](C1)O)C(=O)N[C@@H](C)C1=CC=C(C=C1)C1=C(N=CS1)C)C(C)(C)C (2S,4S)-1-((S)-2-amino-3,3-dimethylbutanoyl)-4-hydroxy-N-((S)-1-(4-(4-methylthiazol-5-yl)phenyl)ethyl)pyrrolidine-2-carboxamide hydrochloride